[K+].C(CCCCCCC)(=O)[O-] octanoic acid, potassium salt